N-(γ-Maleimidocaproyloxy)succinimide rac-tert-Butyl-3-cyclopropyl[1,4'-bipiperidine]-1'-carboxylate tert-Butyl-4-oxopiperidine-1-carboxylate C(C)(C)(C)OC(=O)N1CCC(CC1)=O.C(C)(C)(C)OC(=O)N1CCC(CC1)N1C[C@H](CCC1)C1CC1.C1(C=CC(N1C(CCC(=O)ON1C(CCC1=O)=O)CC)=O)=O |r|